N-[4-[(6-methoxy-1,7-naphthyridin-4-yl)oxy]-3-fluorophenyl]-1-(5-fluoropyridin-2-yl)-6-methyl-2-oxopyridine-3-carboxamide COC=1C=C2C(=CC=NC2=CN1)OC1=C(C=C(C=C1)NC(=O)C=1C(N(C(=CC1)C)C1=NC=C(C=C1)F)=O)F